di-cyclohexyl phthalate C(C=1C(C(=O)OC2CCCCC2)=CC=CC1)(=O)OC1CCCCC1